3,7,11-trimethyl-1,6-dodecadien-3-ol CC(C=C)(CCC=C(CCCC(C)C)C)O